CN(CCC(=O)N1CCC(CC1)C1=NNC2=CC(=C(C=C12)CC)C=1C=C(C=2N(C1)N=CN2)C)C 3-(dimethylamino)-1-(4-(5-ethyl-6-(8-methyl-[1,2,4]triazolo[1,5-a]pyridin-6-yl)-1H-indazol-3-yl)piperidin-1-yl)propan-1-one